(2S,5S)-5-(chloromethyl)-2-methyl-4-(1-(4-(trifluoromethyl)phenyl)ethyl)piperazine-1-carboxylic acid tert-butyl ester C(C)(C)(C)OC(=O)N1[C@H](CN([C@@H](C1)CCl)C(C)C1=CC=C(C=C1)C(F)(F)F)C